3-Amino-5'-(azetidin-3-yl)-2H-[1,2'-bipyridin]-2-one NC=1C(N(C=CC1)C1=NC=C(C=C1)C1CNC1)=O